2,7-dimethyl-3-(2,3,4,5-tetrafluorophenyl)-4,5,6,7-tetrahydropyrazolo[3,4-c]pyridine CN1N=C2C(NCCC2=C1C1=C(C(=C(C(=C1)F)F)F)F)C